BrC1=CC=C(C2=CC=CC=C12)C(C=C(C(F)(F)F)C1=CC(=CC(=C1)C(F)(F)F)Cl)=O 1-(4-bromonaphthalene-1-yl)-3-(3-chloro-5-(trifluoromethyl)phenyl)-4,4,4-trifluoro-2-butene-1-one